C1C(NC(=O)N1)CO monomethylolethyleneurea